bromo-3-methoxypicolinic acid BrC1=C(C(=NC=C1)C(=O)O)OC